N-(2-methylhexyl)-bicyclo[2.2.1]Hept-5-ene-2,3-dicarboximide CC(CN1C(=O)C2C3C=CC(C2C1=O)C3)CCCC